C[C@@H](CN1CC2(CS(C2)(=O)=O)CC1)CC=1C=NN(C1)CC(F)(F)F (R)-6-(2-Methyl-3-(1-(2,2,2-trifluoroethyl)-1H-pyrazol-4-yl)propyl)-2-thia-6-azaspiro[3.4]octane 2,2-dioxide